2,3-diethoxypyridin-4-one C(C)OC1=NC=CC(C1OCC)=O